NC1=C(C(C(=O)[O-])=CC=C1)C(=O)[O-] 3-aminophthalate